[N+](=O)(OCCCC(=O)N1C=C(C2=CC(=CC=C12)F)CCN(C)CC)[O-] 4-(3-(2-(ethyl(methyl)amino)ethyl)-5-fluoro-1H-indol-1-yl)-4-oxobutyl nitrate